BrC1=C(C=C(C(=N1)NC(=O)[C@H]1N([C@@H]2C[C@@]2(C1)C)C(=O)OC(C)(C)C)CSC)F tert-Butyl (1R,3S,5R)-3-((6-bromo-5-fluoro-3-((methylthio)methyl)pyridin-2-yl)carbamoyl)-5-methyl-2-azabicyclo[3.1.0]hexane-2-carboxylate